C([O-])([O-])=O.[Cs+].C(C)(C)(C)OC(=O)N1C=CC2=CC(=CC(=C12)C)OC.[Cs+] 5-methoxy-7-methyl-1H-indole-1-carboxylic acid tert-butyl ester cesium carbonate